N(=C=O)CC1=CC=CC=C1 (isocyanatomethyl)benzol